FC(C1(CCC1)C1=C(C(=C2C=NC(=NN21)N[C@H]2[C@@H](COCC2)O)F)C#N)F 7-(1-(difluoromethyl)cyclobutyl)-5-fluoro-2-(((3S,4R)-3-hydroxytetrahydro-2H-pyran-4-yl)amino)pyrrolo[2,1-f][1,2,4]triazine-6-carbonitrile